BrC1=C(C=C(C=C1)F)C=1OC=NN1 2-(2-bromo-5-fluorophenyl)-1,3,4-oxadiazole